2-fluoro-N-(6-(5-methylbenzo[d]oxazol-4-yl)imidazo[1,2-a]pyridin-2-yl)cyclopropanecarboxamide FC1C(C1)C(=O)NC=1N=C2N(C=C(C=C2)C2=C(C=CC3=C2N=CO3)C)C1